FC=1C=C(C=C(C1)F)C1=NO[C@](C1)(C(=O)N[C@@H]1C[C@@H](OC1)C(=O)OC)C=C |o1:16,18| Methyl (2R*,4R*)-4-[[(5S)-3-(3,5-difluorophenyl)-5-vinyl-4H-isoxazol-5-carbonyl]amino]tetrahydrofuran-2-carboxylat